1-cyclopropyl-4-[5-(1-hydroxyethyl)-2-(6-methoxypyrazolo[1,5-a]pyridin-3-yl)-1,3-thiazol-4-yl]pyridin-2-one C1(CC1)N1C(C=C(C=C1)C=1N=C(SC1C(C)O)C=1C=NN2C1C=CC(=C2)OC)=O